C(CCCCCCCCCCCCCCC)OS(=O)(=O)[O-].C(C)[NH2+]CC diethylammonium hexadecyl-sulfate